1,2,3,4-tetrahydronaphthalen-2-amine-HCl Cl.C1C(CCC2=CC=CC=C12)N